S1(=O)(=O)O[C@]2(N3C(N([C@H](CC2)C3)O1)=O)COC(F)(F)F.[Na] sodium (2s,5r)-7-oxo-2-[(trifluoromethoxy) methyl]-1,6-diazabicyclo[3.2.1]octyl-6-yl sulfate